BrCC1=C(C(=C(C=C1)C(F)(F)F)F)F 1-(bromomethyl)-2,3-difluoro-4-(trifluoromethyl)benzene